3,5-difluoro-4-[[4-(2-furylmethyl)-5-(2-thienyl)-1,2,4-triazol-3-yl]sulfanyl]benzenecarbohydroxamic acid FC=1C=C(C=C(C1SC1=NN=C(N1CC=1OC=CC1)C=1SC=CC1)F)C(=O)NO